4-(5-(tert-butoxy)pyrimidin-2-yl)-N-(3-chloro-5-(methylsulfonamido)phenyl)-5-(hydroxymethyl)thiophene-2-carboxamide C(C)(C)(C)OC=1C=NC(=NC1)C=1C=C(SC1CO)C(=O)NC1=CC(=CC(=C1)NS(=O)(=O)C)Cl